5-(4-((1-((1-(3,3-dimethoxypropyl)-3-(4-(trifluoromethoxy)phenyl)-1H-indol-5-yl)methyl)piperidin-4-yl)methyl)piperazin-1-yl)-2-(2,6-dioxopiperidin-3-yl)isoindoline COC(CCN1C=C(C2=CC(=CC=C12)CN1CCC(CC1)CN1CCN(CC1)C=1C=C2CN(CC2=CC1)C1C(NC(CC1)=O)=O)C1=CC=C(C=C1)OC(F)(F)F)OC